2-{3-[(3S,4S)-3,4-dihydroxypyrrolidine-1-carbonyl]-5,6-dihydrocyclopenta[c]pyrazol-1(4H)-yl}-1-[4-(2,3-dimethylphenyl)piperazin-1-yl]ethan-1-one O[C@H]1CN(C[C@@H]1O)C(=O)C=1C2=C(N(N1)CC(=O)N1CCN(CC1)C1=C(C(=CC=C1)C)C)CCC2